1,3-Bis(2,4,6-trimethylphenyl)-4,5-dihydroimidazol-2-ylidene[2-(i-propoxy)-5-(N,N-dimethyl-aminosulfonyl)phenyl]methyleneruthenium(II) dichloride CC1=C(C(=CC(=C1)C)C)N1C(N(CC1)C1=C(C=C(C=C1C)C)C)=[Ru-4](=CC1=C(C=CC(=C1)S(=O)(=O)N(C)C)OC(C)C)(Cl)Cl